4-(4-(3-(5-(methylsulfinyl)pyrimidin-2-yl)-3,8-diazabicyclo[3.2.1]octan-8-yl)-4-oxobutyl)phthalazin-1(2H)-one CS(=O)C=1C=NC(=NC1)N1CC2CCC(C1)N2C(CCCC2=NNC(C1=CC=CC=C21)=O)=O